3,4,5-tris(2-chloroacetoxy)benzoic acid ClCC(=O)OC=1C=C(C(=O)O)C=C(C1OC(CCl)=O)OC(CCl)=O